8-methoxy-2-(trifluoromethyl)-quinoline COC=1C=CC=C2C=CC(=NC12)C(F)(F)F